ethyl 2-[7-methyl-6-(4-morpholinophenyl)-4-(trifluoromethyl)indazol-2-yl]-2-spiro[6,7-dihydropyrrolo[1,2-c]imidazole-5,1'-cyclopropane]-1-yl-acetate CC1=C(C=C(C2=CN(N=C12)C(C(=O)OCC)C1=C2N(C=N1)C1(CC1)CC2)C(F)(F)F)C2=CC=C(C=C2)N2CCOCC2